3-(4-chloro-3-(trifluoromethyl)phenyl)-N-((1R,2R,4S)-7-cyano-7-azabicyclo[2.2.1]heptan-2-yl)propanamide ClC1=C(C=C(C=C1)CCC(=O)N[C@H]1[C@H]2CC[C@@H](C1)N2C#N)C(F)(F)F